(E)-N-((8S,9S,10R,13R,14S,17R)-10,13-dimethyl-17-((R)-6-methyl-heptan-2-yl)-7,8,9,11,12,13,14,15,16,17-decahydro-1H-cyclopenta[a]phenanthren-3(2H,6H,10H)-ylidene)methanamine oxide C[C@]12[C@H]3CC[C@@]4([C@H](CC[C@H]4[C@@H]3CCC2=C\C(\CC1)=[N+](/C)\[O-])[C@H](C)CCCC(C)C)C